3-amino-5-phenyl-6-(o-tolyl)pyrazine-2-carbonitrile NC=1C(=NC(=C(N1)C1=CC=CC=C1)C1=C(C=CC=C1)C)C#N